Tetraethylammonium 5-phenyl-tetrazolate monohydrate O.C1(=CC=CC=C1)C1(N=NN=N1)C(=O)[O-].C(C)[N+](CC)(CC)CC